(2R)-2-cyano-N-(4-cyclopropyl-2-fluoro-phenyl)-N-[2-[(4,4-difluorocyclohexyl)amino]-2-oxo-1-[4-(trifluoromethyl)-3-pyridyl]ethyl]pyrrolidine-1-carboxamide C(#N)[C@@H]1N(CCC1)C(=O)N(C(C(=O)NC1CCC(CC1)(F)F)C=1C=NC=CC1C(F)(F)F)C1=C(C=C(C=C1)C1CC1)F